CC1(CC1)C(C)=NO 1-(1-methylcyclopropyl)ethanone oxime